ClC1=CC=C2C(=CNC2=C1C#N)S(=O)(=O)NC1=NC(=C(C(=N1)OC)CC(F)F)OC 6-chloro-7-cyano-N-[5-(2,2-difluoroethyl)-4,6-dimethoxy-pyrimidin-2-yl]-1H-indole-3-sulfonic acid amide